ClC1=CC(=C(C=C1)[C@@]1(OC2=C(O1)C=CC=C2C2CCN(CC2)CC2=NC=C(C=C2CS(=O)(=O)C)C2=NN=C(N2)C(F)(F)F)C)F ({4-[(2S)-2-(4-chloro-2-fluorophenyl)-2-methyl-2H-1,3-benzodioxol-4-yl]piperidin-1-yl}methyl)-3-(methanesulfonylmethyl)-5-[5-(trifluoromethyl)-4H-1,2,4-triazol-3-yl]pyridine